3-(5-chloro-4-nitro-pyrazol-1-yl)-1-ethyl-4,4-difluoro-piperidine ClC1=C(C=NN1C1CN(CCC1(F)F)CC)[N+](=O)[O-]